OC=1C2=C(N(C(C1C(=O)OC)=O)C(C)C)SC=C2 methyl 4-hydroxy-7-isopropyl-6-oxo-6,7-dihydro-thieno[2,3-b]pyridine-5-carboxylate